Cyclohexyl (E)-3-(quinolin-6-yl)acrylate N1=CC=CC2=CC(=CC=C12)/C=C/C(=O)OC1CCCCC1